C(C1=CC=CC=C1)OCCCCCCN1N=NC2=C1C=CC(=C2C)C(CC(=O)OCC)C2=CC(=C(C=C2)C)CO ethyl 3-[1-[6-(benzyloxy)hexyl]-4-methyl-1H-benzotriazol-5-yl]-3-[3-(hydroxymethyl)-4-methylphenyl]propanoate